C(C)(C)(C)OC=1C=C(C=CC1)C=1C(=CC=CC1)C=O 3'-tert-butoxy-[1,1'-biphenyl]-2-formaldehyde